COC(C1=C(C(=CC=C1)N1CCOCC1)\C=C\C1=CC=C(C=C1)[N+](=O)[O-])=O (E)-2-(4-nitrostyryl)-3-morpholinobenzoic acid methyl ester